2,5-Difluoroacetophenone CC(=O)C1=C(C=CC(=C1)F)F